ClC1=CC(=C(C=C1/C=N/O)N1C(NC(=CC1=O)C(C)(F)F)=O)F 3-{4-Chloro-2-fluoro-5-[(E)-(hydroxyimino)methyl]phenyl}-6-(1,1-difluoroethyl)pyrimidin-2,4(1H,3H)-dion